tert-butyl (3R,4R)-4-((3-(5-fluoro-3-(4-methoxybenzyl)-2,4-dioxo-3,4-dihydropyrimidin-1(2H)-yl)-1-methyl-1H-indazol-6-yl) amino)-3-methylpiperidine-1-carboxylate FC=1C(N(C(N(C1)C1=NN(C2=CC(=CC=C12)N[C@H]1[C@@H](CN(CC1)C(=O)OC(C)(C)C)C)C)=O)CC1=CC=C(C=C1)OC)=O